ClC1=CC=C(C=N1)CN1C(N(CC1)CCCC(=O)O)=N[N+](=O)[O-] 4-[3-[(6-chloropyrid-3-yl)methyl]-2-nitroiminoimidazolin-1-yl]butyric acid